N-((1R,2R)-2-(3-((2-((3S,4R)-3-fluoro-4-methoxypiperidin-1-yl)pyrimidin-4-yl)amino)-8-(3-((methylsulfonyl)methyl)azetidin-1-yl)isoquinolin-5-yl)cyclopropyl)acrylamide F[C@H]1CN(CC[C@H]1OC)C1=NC=CC(=N1)NC=1N=CC2=C(C=CC(=C2C1)[C@@H]1[C@@H](C1)NC(C=C)=O)N1CC(C1)CS(=O)(=O)C